BrC1=C(C=CC=C1)C(CO)(CCO)C 2-(2-bromophenyl)-2-methylbutane-1,4-diol